C1(=CC=C(C=C1)C#N)C1=CC=CC=C1 [1,1-biphenyl]-4-carbonitrile